Cl.C(C)N1C[C@@H](C[C@H](C1)F)N (3R,5R)-1-ethyl-5-fluoropiperidin-3-amine hydrochloride